N-{6-[3-(dimethylamino)propoxy]-7-methoxy-1H,2H,3H-cyclopenta[b]quinolin-9-yl}-1-(propan-2-yl)piperidin-4-amine CN(CCCOC=1C(=CC=2C(=C3C(=NC2C1)CCC3)NC3CCN(CC3)C(C)C)OC)C